3-(5-(3-((4-chlorophenyl)amino)phenyl)-3-hydroxypicolinamido)-2,2-dimethylpropanoic acid ClC1=CC=C(C=C1)NC=1C=C(C=CC1)C=1C=C(C(=NC1)C(=O)NCC(C(=O)O)(C)C)O